C(OC=1C(=NC=C(C1)Br)C=1N=NC(=CC1)N1C[C@@H](CC1)N(C)C(=O)OC(C)(C)C)(OC(C)(C)C)=O [5-bromo-2-[6-[(3R)-3-[tert-butoxycarbonyl(methyl)amino]pyrrolidin-1-yl]pyridazin-3-yl]-3-pyridyl] tert-butyl carbonate